C(C)(=O)[O-].C(C)(=O)[O-].C(C)(=O)[O-].C(C)(=O)[O-].[Ta+4] tantalum tetra-ethanoate